2,2'-(pyrimidine-2,4-diylbis(piperidine-1,3-diyl))bis(1H-benzo[d]imidazole) N1=C(N=C(C=C1)N1CC(CCC1)C1=NC2=C(N1)C=CC=C2)N2CC(CCC2)C2=NC1=C(N2)C=CC=C1